Diaminouracil Hydrochloride Cl.NC1=C(C(NC(N1)=O)=O)N